N-(4-((1H-pyrazol-1-yl)methyl)-2,3-dihydrobenzofuro[7,6-d]isoxazol-8-yl)-5-methoxy-2,3-dihydrobenzofuran-6-sulfonamide N1(N=CC=C1)CC1=CC2=C(C(=NO2)NS(=O)(=O)C2=CC3=C(CCO3)C=C2OC)C2=C1CCO2